CS(=O)(=O)C=1C(=NC=CC1)N1C=NC=C1C1=CC=C(C=C1)C (methanesulfonyl)-2-(5-(p-tolyl)-1H-imidazol-1-yl)pyridine